CN1C(=CC2=CC=CC=C12)C(C)NC1=CC=C(C=C1)SC N-(1-(1-methyl-1H-indol-2-yl)ethyl)-4-(methylthio)aniline